C(#N)COC(COC1=C(C=CC=C1)OC1=C(C=C(C(=C1)N1C(N(C(=CC1=O)C(F)(F)F)C)=O)F)C#N)=O Cyanomethyl-(2-{2-cyano-4-fluoro-5-[3-methyl-2,6-dioxo-4-(trifluoromethyl)-3,6-dihydropyrimidin-1(2H)-yl]phenoxy}phenoxy)acetat